1H-pyrazol-4-yl-methanol N1N=CC(=C1)CO